7-amino-5-methyl-8,9-dihydro-5H-pyrazino[2,3-b]azepin-6(7H)-one NC1CCC2=C(N(C1=O)C)N=CC=N2